2-(3-cyclopropyl-1H-pyrazol-4-yl)-5-fluoro-3-methylpyridine C1(CC1)C1=NNC=C1C1=NC=C(C=C1C)F